COO[C@H]1[C@@](O[C@@H]([C@H]1O)CO)(N1C=NC=2C(N)=NC=NC12)CC O-methoxy-ethyl-adenosine